C(#N)C1=CC(=CC=2N=C(OC21)C=2C(=C(C=CC2)C2=C(C(=CC=C2)NC=2C1=C(N=C(N2)C(F)F)C=C(C=N1)CN1C[C@@H](CC1)O)C)C)CN1CCCCC1 (R)-1-((7-Cyano-2-(3'-(2-(difluoromethyl)-7-((3-hydroxy-pyrrolidin-1-yl)methyl)pyrido[3,2-d]pyrimidin-4-ylamino)-2,2'-dimethylbiphenyl-3-yl)benzo[d]oxazol-5-yl)methyl)piperidin